5,8-bis(hydroxymethyl)-2-ethyl-4H-[1,3]dioxino[4,5-c]pyridine OCC1=C2C(=C(N=C1)CO)OC(OC2)CC